2-[(2s,4r)-4-hydroxy-1-[2-(3-methoxy-1,2-oxazol-5-yl)-3-methylbutyryl]pyrrolidin-2-yl]-1H-imidazole-4-carboxylic acid O[C@@H]1C[C@H](N(C1)C(C(C(C)C)C1=CC(=NO1)OC)=O)C=1NC=C(N1)C(=O)O